C(#N)C=1N=CC(=NC1)NC1=CC(=C(N=N1)C(NCC(F)(F)F)=O)NCC1CN(CCC1)C(=O)OC(C)(C)C tert-butyl 3-((6-(5-cyanopyrazin-2-ylamino)-3-(2,2,2-trifluoroethylcarbamoyl)pyridazin-4-ylamino)methyl)piperidine-1-carboxylate